BrC1=CC(=C(CC2=NC3=C(N2[C@@H]2COC[C@]2(C)COC)C=C(C=C3)C(=O)OC)C=C1F)F Methyl 2-(4-bromo-2,5-difluorobenzyl)-1-((3S,4S)-4-(methoxymethyl)-4-methyltetrahydrofuran-3-yl)-1H-benzo[d]imidazole-6-carboxylate